FC=1C=2C3=C(C(NC2C=C(C1)C(=O)OC)=O)CCC3 methyl 9-fluoro-4-oxo-2,3,4,5-tetrahydro-1H-cyclopenta[c]quinoline-7-carboxylate